(R)-3-(7-(4-chloro-3-(trifluoromethyl)benzoyl)-6-methyl-2-(methylthio)-4-oxo-5,6,7,8-tetrahydropyrido[3,4-d]pyrimidin-3(4H)-yl)-1-ethyl-N-methyl-1H-pyrazole-5-carboxamide ClC1=C(C=C(C(=O)N2CC=3N=C(N(C(C3C[C@H]2C)=O)C2=NN(C(=C2)C(=O)NC)CC)SC)C=C1)C(F)(F)F